COC=1C=C(C=CC1)C=CC(=O)N1C(OCC1)=O 3-(3-(3-methoxyphenyl)acryloyl)oxazolidin-2-one